C1(=CC=CC=C1)NC1=C(C=CC=C1)NC1=CC=CC=C1 N,N'-diphenyl-phenylenediamine